CN(C)[Si](C)(C)C (N,N-dimethylamino)trimethylsilane